3-BROMO-4-(TRIFLUOROMETHOXY)-PHENYLISOCYANIDE BrC=1C=C(C=CC1OC(F)(F)F)[N+]#[C-]